N-methyl-L-histidine CN[C@@H](CC1=CNC=N1)C(=O)O